3-(5-bromoindolyl)alanine BrC=1C=C2C=C(NC2=CC1)C[C@H](N)C(=O)O